3,5-diisopropyloxyaniline trifluoroacetate FC(C(=O)O)(F)F.C(C)(C)OC=1C=C(N)C=C(C1)OC(C)C